p-isopropylphenyl-boric acid C(C)(C)C1=CC=C(C=C1)OB(O)O